FC=1C=C(C=CC1F)N1C(CCCC12CCN(CC2)C2=NC=NC(=C2)N2C=NC(=C2)C(F)(F)F)=O 1-(3,4-difluorophenyl)-9-(6-(4-(trifluoromethyl)-1H-imidazol-1-yl)pyrimidin-4-yl)-1,9-diazaspiro[5.5]undecan-2-one